OC1=C(CNN2C(SCC2=O)=O)C=CC=C1 3-(2-hydroxybenzylamino)-1,3-thiazolidine-2,4-dione